O=C1NC(CCC1N1C(N(C2=C1C=CC=C2CCCOC2CCN(CC2)C(=O)OC(C)(C)C)C)=O)=O tert-butyl 4-[3-[1-(2,6-dioxo-3-piperidyl)-3-methyl-2-oxo-benzimidazol-4-yl]propoxy]piperidine-1-carboxylate